FC1=CC=C(C=N1)C=1C(=NC(=NC1)NC=1C=NN(C1)C)NC=1C=C(C=CC1)NC(C=C)=O N-(3-((5-(6-fluoropyridin-3-yl)-2-((1-methyl-1H-pyrazol-4-yl)amino)pyrimidin-4-yl)amino)phenyl)acrylamide